(4S)-4-isopropyl-3-(2-{[4-(4-methylpiperazin-1-yl)phenyl]amino}-5-[2-(triisopropylsilyl)ethynyl]pyrido[2,3-d]pyrimidin-7-yl)-1,3-oxazolidin-2-one C(C)(C)[C@@H]1N(C(OC1)=O)C=1C=C(C2=C(N=C(N=C2)NC2=CC=C(C=C2)N2CCN(CC2)C)N1)C#C[Si](C(C)C)(C(C)C)C(C)C